(7-((2-((2-methoxy-5-methyl-4-(4-(4-methylpiperazin-1-yl)piperidin-1-yl)phenyl)amino)thieno[3,2-d]pyrimidin-4-yl)amino)imidazo[1,2-a]pyridin-8-yl)dimethylphosphine oxide COC1=C(C=C(C(=C1)N1CCC(CC1)N1CCN(CC1)C)C)NC=1N=C(C2=C(N1)C=CS2)NC2=C(C=1N(C=C2)C=CN1)P(C)(C)=O